8-fluoro-6-hydroxy-N-[(oxolan-3-yl)methyl]-7-(1,1,4-trioxo-1λ6,2,5-thiadiazolidin-2-yl)-3,4-dihydroisoquinoline-2(1H)-carboxamide FC=1C(=C(C=C2CCN(CC12)C(=O)NCC1COCC1)O)N1S(NC(C1)=O)(=O)=O